FC(C1=CC=C(N=N1)[C@@H]1CN2[C@H](CO1)CNCC2)(F)F (3S,9aS)-3-[6-(trifluoromethyl)pyridazin-3-yl]-1,3,4,6,7,8,9,9a-octahydropyrazino[2,1-c][1,4]oxazine